(S)-2-(3-fluoro-5-isobutyl-2-methoxyphenyl)-2-((R)-3-(methyl(5-(5,6,7,8-tetrahydro-1,8-naphthyridin-2-yl)pentyl)amino)pyrrolidin-1-yl)acetic acid FC=1C(=C(C=C(C1)CC(C)C)[C@@H](C(=O)O)N1C[C@@H](CC1)N(CCCCCC1=NC=2NCCCC2C=C1)C)OC